BrC=1C=CC(=C2C=NNC12)C(F)(F)F 7-Bromo-4-(trifluoromethyl)-1H-indazole